CC(CCCCCCN1[C@@H](C[C@@H](C1)OC(CCN1CCOCC1)=O)C(=O)OCCCCCCCC(=O)OC(CCCCCCCC)CCCCCCCC)(C(OCCCC(CCCCC)CCCCC)=O)C [8-(1-octylnonoxy)-8-oxo-octyl] (2S,4S)-1-[7,7-dimethyl-8-oxo-8-(4-pentylnonoxy)octyl]-4-(3-morpholinopropanoyloxy)pyrrolidine-2-carboxylate